N1,N1',N1''-(benzene-1,3,5-triyltris(methylene))tris(N3,N3-dimethylpropane-1,3-diamine), hydrochloride salt Cl.C1(=CC(=CC(=C1)CNCCCN(C)C)CNCCCN(C)C)CNCCCN(C)C